CC1=C(C(=NC(=C1)CCN1CCOCC1)C(=O)N)NC(=O)C1=NC=CC(=C1)C(F)(F)F 4-methyl-6-(2-morpholinoethyl)-3-(4-(trifluoromethyl)pyridinamido)pyridinamide